(1s,4s)-4-(2-(tetrahydro-2H-pyran-4-ylamino)-8-(2,4,5-trifluorophenylamino)-9H-purin-9-yl)cyclohexanecarboxamide Sodium chlorate iron [Fe+2].Cl(=O)(=O)[O-].[Na+].O1CCC(CC1)NC1=NC=C2N=C(N(C2=N1)C1CCC(CC1)C(=O)N)NC1=C(C=C(C(=C1)F)F)F.Cl(=O)(=O)[O-].Cl(=O)(=O)[O-]